ClC=1C=CC(=NC1)[C@@]1(OC2=C(O1)C=CC=C2C2CCN(CC2)CC2=NC1=C(N2C)C=C(C=C1OCCOC)C(=O)O)C (S)-2-((4-(2-(5-Chloropyridin-2-yl)-2-methylbenzo[d][1,3]dioxol-4-yl)piperidin-1-yl)methyl)-4-(2-methoxyethoxy)-1-methyl-1H-benzo[d]imidazole-6-carboxylic acid